ClC1=C(C[C@@H]2N(OCC2)C2=CC(=NC=N2)NC=2C(=CC(=C(C2)NC(C=C)=O)N2C[C@@H](CC2)N(C)C)OC)C=CC=C1Cl N-(5-((6-((S)-3-(2,3-dichlorobenzyl)isoxazolidine-2-yl)pyrimidine-4-yl)amino)-2-((R)-3-(dimethylamino)pyrrolidine-1-yl)-4-methoxyphenyl)acrylamide